C(=O)O.CC1(CC[N+](CC1)(CC(=O)NC1=C(SC=C1C)C(NC)=O)CC(=O)[N-]C1=NOC=C1)C (2-(4,4-dimethyl-1-(2-((4-methyl-2-(methylcarbamoyl)thiophen-3-yl)amino)-2-oxoethyl)piperidin-1-ium-1-yl)acetyl)(isoxazol-3-yl)amide formate